C(C)(C)(C)OC(=O)NC=1N=C2N(C=CC=C2)C1C(=O)O ((tert-Butoxycarbonyl)amino)imidazo[1,2-a]pyridine-3-carboxylic acid